NCCOCCOCCOC=CC(=O)NCCOC1=CC=C(C=C1)CCC1=NC2=C(N1CCN1CCOCC1)C=CC(=C2)C=2C(=NOC2C)C 3-(2-(2-(2-aminoethoxy)ethoxy)ethoxy)-N-(2-(4-(2-(5-(3,5-dimethylisoxazol-4-yl)-1-(2-morpholinoethyl)-1H-benzo[d]imidazol-2-yl)ethyl)phenoxy)ethyl)propenamide